3-((3-((quinoxalin-6-ylmethyl)amino)pyridin-4-yl)oxy)pyrrolidine-1-carboxylic acid tert-butyl ester C(C)(C)(C)OC(=O)N1CC(CC1)OC1=C(C=NC=C1)NCC=1C=C2N=CC=NC2=CC1